sodium bisulphite sodium metabisulfite S(=O)(=O)([O-])S(=O)[O-].[Na+].S(O)(O)=O.[Na+]